BrC=1C=CC(=NC1)CN(C(OC(C)(C)C)=O)[C@H](C)C1=C(C=CC=C1)F tert-butyl (R)-((5-bromopyridin-2-yl)methyl)(1-(2-fluorophenyl)ethyl)carbamate